OC1=C(C=CC(=C1)O)C(\C=C\C1=CC(=C(C=C1)OC)COC1=CC=C(C=C1)I)=O (E)-1-(2,4-Dihydroxyphenyl)-3-[3-[(4-iodophenoxy)methyl]-4-methoxyphenyl]prop-2-en-1-one